COC(C1=C(C=C(C(=C1)F)C1=CC=CC=2CN(COC21)C(C2=C(C=C(C=C2Cl)N2[C@@H](C(C2)=O)C)Cl)=O)N2C1COCC2CC1)=O 4-[3-[2,6-Dichloro-4-[(2R)-2-methyl-3-oxoazetidin-1-yl]benzoyl]-2,4-dihydro-1,3-benzoxazin-8-yl]-5-fluoro-2-(3-oxa-8-azabicyclo[3.2.1]oct-8-yl)benzoic acid methyl ester